2-(5-(4-chlorophenyl)-1-(2,4-dichlorophenyl)-4-methyl-1H-pyrazol-3-yl)-N-cyclohexyl-2-oxoacetamide ClC1=CC=C(C=C1)C1=C(C(=NN1C1=C(C=C(C=C1)Cl)Cl)C(C(=O)NC1CCCCC1)=O)C